ClC=1C=C(NC2(CCC3(C(CC4=CC=CC=C34)C[C@H](COC3=CC=NC=4CCCC(C34)F)C)CC2)C(=O)O)C=CC1 4-(3-Chloroanilino)-2'-{(2R)-3-[(5-fluoro-5,6,7,8-tetrahydroquinolin-4-yl)oxy]-2-methylpropyl}-2',3'-dihydrospiro[cyclohexane-1,1'-indene]-4-carboxylic acid